CC=1C=CC=C2CCCN(C12)C(=O)C1=CC(=NC(=N1)OC[C@H]1N(CCC1)C)N1CCN(CC1)C(C=C)=O 1-[4-[6-(8-methyl-3,4-dihydro-2H-quinoline-1-carbonyl)-2-[[(2S)-1-methylpyrrolidin-2-yl]methoxy]pyrimidin-4-yl]piperazin-1-yl]prop-2-en-1-one